7-chloro-1-methyl-4-[(4-methylmorpholin-2-yl)methyl]benzimidazol-2-amine ClC1=CC=C(C2=C1N(C(=N2)N)C)CC2CN(CCO2)C